BrC=1C(=CC2=C(NC[C@H](N(S2(=O)=O)C)C2CCCCC2)C1)Cl (R)-7-bromo-8-chloro-3-cyclohexyl-2-methyl-2,3,4,5-tetrahydrobenzo[f][1,2,5]thiadiazepine 1,1-dioxide